FC1=C2C(NC(=NC2=CC=C1)CCC(=O)N1C(CN(CC1)C1=CC=C(C=N1)C#N)CO)=O 6-[4-[3-(5-fluoro-4-oxo-3H-quinazolin-2-yl)propionyl]-3-(hydroxymethyl)piperazin-1-yl]pyridine-3-carbonitrile